[Zn].[Si].OC(CC=1OC2=CC=CC=C2C(C1)=O)C 2-(2'-hydroxypropyl)chromone silicon-zinc